1-benzyl-N-[(1S)-1-[3-(2-cyclopropyl-4-pyridyl)-1,2,4-oxadiazol-5-yl]ethyl]pyrazole-3-carboxamide C(C1=CC=CC=C1)N1N=C(C=C1)C(=O)N[C@@H](C)C1=NC(=NO1)C1=CC(=NC=C1)C1CC1